2-fluoro-3-heptafluoropropyl-2-(1,2,2,2-tetrafluoro-1-trifluoromethyl-ethyl)-3-trifluoromethyl-oxirane FC1(OC1(C(F)(F)F)C(C(C(F)(F)F)(F)F)(F)F)C(C(F)(F)F)(C(F)(F)F)F